N,N'-bis(naphthalene-1-yl)-N,N'-bis(phenyl)-2,2'-dimethylbenzidine C1(=CC=CC2=CC=CC=C12)N(C1=CC(=C(C=C1)C1=C(C=C(N(C2=CC=CC=C2)C2=CC=CC3=CC=CC=C23)C=C1)C)C)C1=CC=CC=C1